N1=CC(=CC=C1)CN1N=CC2=CC(=CC=C12)N 1-(Pyridin-3-ylmethyl)-1H-indazol-5-amine